C1=CC(=CC=C1C(C2=CC=C(C=C2)O)(C(F)(F)F)C(F)(F)F)O hexafluoroisopropylidenebis(4-hydroxybenzene)